C1(CC1)CC1=CNC=2N=CN=C(C21)N[C@@H]2CC[C@@H](N(C2)C(C=C)=O)C(C)C 1-((2R,5R)-5-((5-(cyclopropylmethyl)-7H-pyrrolo[2,3-d]pyrimidin-4-yl)amino)-2-isopropylpiperidin-1-yl)prop-2-en-1-one